CC=1NC(=CN1)C=O 2-methyl-1H-imidazole-5-carbaldehyde